N-(4-(4-amino-3-(4-((3-fluorocyclopentyl)oxy)phenyl)-7-oxo-6,7-dihydro-2H-pyrazolo[3,4-d]pyridazin-2-yl)phenyl)acrylamide NC=1C=2C(C(NN1)=O)=NN(C2C2=CC=C(C=C2)OC2CC(CC2)F)C2=CC=C(C=C2)NC(C=C)=O